O[C@@H](CC=O)C (R)-3-hydroxybutanal